C1([C@H](O)[C@H](O)[C@H](O1)CO)C=1C(NC(NC1)=O)=O 5-ribosyluracil